C(C1=CC=CC=C1)N1C(CN(CC1)C)CNC(=O)C1=CC2=C(NC(N2C2=NC=C(C=C2)C(F)(F)F)=O)C=C1 N-((1-Benzyl-4-methylpiperazin-2-yl)methyl)-2-oxo-3-(5-(trifluoromethyl)pyridin-2-yl)-2,3-dihydro-1H-benzo[d]imidazole-5-carboxamide